COC1=CC=C(C=C1)C1=CC(=C(C=C1)[N+](=O)[O-])NC(=O)C1=NNC=C1[N+](=O)[O-] N-(4'-methoxy-4-nitro-[1,1'-biphenyl]-3-yl)-4-nitro-1H-pyrazole-3-carboxamide